CC(CO)C(C)C 2,3-di-methyl-1-butanol